COC=1N=CC(=NC1)C1=CC=C(C=C1)C1=C2CC[C@H](C2=CC=C1)N1C(C2=CC=CC=C2C1=O)=O 2-{(R)-4-[4-(5-methyloxy-pyrazin-2-yl)-phenyl]-indan-1-yl}-isoindole-1,3-dione